C(=S)(SC(C=O)C)SCC 1-oxopropan-2-yl ethyl carbonotrithioate